C(C)(C)NCC(COC1=CC2=CC=CC=C2C=C1)O (isopropylamino)-3-(naphthalen-2-yloxy)propan-2-ol